COC[C@@H]1[C@H](C1)B1OC(C(O1)(C)C)(C)C trans-2-[(S,2S)-2-(methoxymethyl)cyclopropyl]-4,4,5,5-tetramethyl-1,3,2-dioxaborolane